(Z)-5-(2-Fluoro-6-methoxyphenyl)-3-(1-((1-methyl-1H-pyrazol-4-yl)amino)ethylidene)-1H-pyrrolo[3,2-b]pyridin-2(3H)-one FC1=C(C(=CC=C1)OC)C1=CC=C2C(=N1)/C(/C(N2)=O)=C(\C)/NC=2C=NN(C2)C